1,3,5-tricarbamoylbenzene C(N)(=O)C1=CC(=CC(=C1)C(N)=O)C(N)=O